F[Sb-](F)(F)(F)(F)F.C(C1=CC=CC=C1)[S+](C)C1=CC=C(C=C1)O benzyl(4-hydroxyphenyl)-methyl-sulfonium hexafluoroantimonate